FC1=CC=C(C=C1)C1=CC(=NC(=C1)N1CCCC1)N1CCNCC1 1-(4-(4-fluorophenyl)-6-(pyrrolidin-1-yl)pyridine-2-yl)piperazine